cyclohexyl (5-(2-((5-(2-(((tert-butoxycarbonyl)amino)methyl)-5-(4-methylthiazol-5-yl)phenoxy)pentyl)amino)benzo[d]thiazol-6-yl)-2-methylpyridin-3-yl)carbamate C(C)(C)(C)OC(=O)NCC1=C(OCCCCCNC=2SC3=C(N2)C=CC(=C3)C=3C=C(C(=NC3)C)NC(OC3CCCCC3)=O)C=C(C=C1)C1=C(N=CS1)C